C1(CC1)[C@@H](C)N(C(=O)OCC1=C(C=NN1C)C1=CC=C(C=C1)C12COC(CC1)(CC2)CC(=O)O)C |r| (rac)-2-(4-(4-(5-((((1-cyclopropyl-ethyl)(methyl)carbamoyl)oxy)methyl)-1-methyl-1H-pyrazol-4-yl)phenyl)-2-oxabicyclo[2.2.2]octan-1-yl)acetic acid